(4R)-4-(4,4-diethyl-2-imino-6-oxo-hexahydropyrimidin-1-yl)-N-[(3R,4S)-6-fluoro-3-hydroxy-chroman-4-yl]chromane-6-carboxamide C(C)C1(NC(N(C(C1)=O)[C@@H]1CCOC2=CC=C(C=C12)C(=O)N[C@@H]1[C@H](COC2=CC=C(C=C12)F)O)=N)CC